CN1C(CN(CC1)C=1C=C(COC2=CC=C(C=C2)C=2N=CN(C2)C(=O)NCC2CN(C2)C2=CC=CC=C2)C=CC1)=O 4-(4-(3-(4-methyl-3-oxopiperazin-1-yl)benzyloxy)phenyl)-N-((1-phenylazetidin-3-yl)methyl)-1H-imidazole-1-carboxamide